FC(C1=NN(C=C1C1=NN2C(N=C(C=C2)N2CC3(CC(C3)=O)C2)=C1C(=O)N)C1CCC(CC1)C=O)F (3-(Difluoromethyl)-1-((1R,4R)-4-formylcyclohexyl)-1H-pyrazol-4-yl)-5-(2-oxo-6-azaspiro[3.3]Heptan-6-yl)pyrazolo[1,5-a]pyrimidine-3-carboxamide